O=C1N(C=C(C=C1)C1=NC(=NO1)C=1C=C(C=CC1)C)CC=1C(=NC=CC1)C#N 3-((2-oxo-5-(3-(m-tolyl)-1,2,4-oxadiazol-5-yl)pyridin-1(2H)-yl)methyl)picolinonitrile